The molecule is a fatty acid ester obtained by the formal condensation of the carboxy group of hexadecanoic acid with the hydroxy group of 3-{2-[4-(6-fluoro-1,2-benzoxazol-3-yl)piperidin-1-yl]ethyl}-9-hydroxy-2-methyl-6,7,8,9-tetrahydropyrido[1,2-a]pyrimidin-4-one. It is a member of 1,2-benzoxazoles, a heteroarylpiperidine, an organofluorine compound, a pyridopyrimidine and a fatty acid ester. CCCCCCCCCCCCCCCC(=O)OC1CCCN2C1=NC(=C(C2=O)CCN3CCC(CC3)C4=NOC5=C4C=CC(=C5)F)C